3,3-difluorocyclobutyl (4-(tert-butyl)-3-(3,3-difluorocyclobutyl)-1-methyl-1H-pyrazol-5-yl)carbamate C(C)(C)(C)C=1C(=NN(C1NC(OC1CC(C1)(F)F)=O)C)C1CC(C1)(F)F